2-((1-bromoisoquinolin-3-yl)amino)-2-oxoacetic acid ethyl ester C(C)OC(C(=O)NC=1N=C(C2=CC=CC=C2C1)Br)=O